C1=CC=CC2=[N+](C3=CC=CC=C3N=C12)[O-] Phenazin oxid